(E)-N-(3'-(1-((1H-indazol-3-yl)amino)-1-oxopropan-2-yl)-[1,1'-biphenyl]-4-yl)-4-(dimethylamino)but-2-enamide N1N=C(C2=CC=CC=C12)NC(C(C)C=1C=C(C=CC1)C1=CC=C(C=C1)NC(\C=C\CN(C)C)=O)=O